5-(2-bromo-5-methoxyphenyl)-4-(2,4-difluorophenyl)-1,3-dimethyl-2(1H)-pyridone BrC1=C(C=C(C=C1)OC)C=1C(=C(C(N(C1)C)=O)C)C1=C(C=C(C=C1)F)F